(cis)-tert-butyl 3,3-difluorooctahydro-1H-pyrrolo[2,3-c]pyridine-1-carboxylate FC1(CN([C@@H]2CNCC[C@@H]21)C(=O)OC(C)(C)C)F